methyl N-[8-(furan-2-yl)-2-methylimidazo[1,2-a]pyrazin-6-yl]carbamate O1C(=CC=C1)C=1C=2N(C=C(N1)NC(OC)=O)C=C(N2)C